FC=1C(=NC(=NC1)NCC(C)C)N 5-fluoro-N2-isobutylpyrimidine-2,4-diamine